6-bromo-4-ethyl-2-(o-tolyl)phthalazin-1(2H)-one BrC=1C=C2C(=NN(C(C2=CC1)=O)C1=C(C=CC=C1)C)CC